CC1(CC(CO1)NC=1N=NC(=C2C1C=NC=C2)C2=C(C(=C(C=C2)O)F)C)C 4-((5,5-dimethyltetrahydrofuran-3-ylamino)pyrido[3,4-d]pyridazin-1-yl)-2-fluoro-3-methylphenol